(R)-8-propenoyl-1-(tert-butylamino)-4-chloro-3-(2-fluorophenyl)-6,6a,7,8,9,10-hexahydro-12H-pyrazino[2,1-c]pyrido[3,4-f][1,4]oxazepin-12-one C(C=C)(=O)N1C[C@@H]2COC3=C(C(N2CC1)=O)C(=NC(=C3Cl)C3=C(C=CC=C3)F)NC(C)(C)C